ClC=1C(=C(C(=CC1)C(F)F)C1=CN=CC(=N1)C(=O)NC=1C=NN(C1)[C@@H](C)C1=C(C=C(C=C1)N1C([C@@H]2C[C@@H]2C1)=O)C)F |o1:24| 6-(3-chloro-6-(difluoromethyl)-2-fluorophenyl)-N-(1-((S or R)-1-(2-methyl-4-((1R,5S)-2-oxo-3-azabicyclo[3.1.0]hex-3-yl)phenyl)ethyl)-1H-pyrazol-4-yl)pyrazine-2-carboxamide